CC1CC(CCC1)C(=O)OC Methyl 3-methylcyclohexane-1-carboxylate